COC1=C(C=C(C=C1)OC)/C=C/C(=O)N[C@H](C(=O)NC1=CC=C(C=C1)C(NO)=O)CC=1C=NC2=CC=CC=C2C1 (2S)-2-[[(E)-3-(2,5-dimethoxyphenyl)prop-2-enoyl]amino]-N-[4-(hydroxycarbamoyl)phenyl]-3-(3-quinolinyl)propanamide